OC[C@H]1CN(CCC1)C(=O)OC(C)(C)C (R)-tert-butyl 3-(hydroxymethyl)piperidine-1-carboxylate